C(C1=CC=CC=C1)OC1=C(C=CC(=C1)C)C1NC2=CC=CC=C2C=C1 2-(2-benzyloxy-4-methyl-phenyl)-1H-quinolin